CN(CCCO)CCOC1OCCCC1 3-(methyl(2-((tetrahydro-2H-pyran-2-yl)oxy)ethyl)amino)propan-1-ol